(4R)-N-[(2R,4S)-2-(difluoromethoxymethyl)chroman-4-yl]-4-[(4R)-4-ethyl-2-imino-4-methyl-6-oxo-hexahydropyrimidin-1-yl]chromane-6-carboxamide FC(OC[C@@H]1OC2=CC=CC=C2[C@H](C1)NC(=O)C=1C=C2[C@@H](CCOC2=CC1)N1C(N[C@](CC1=O)(C)CC)=N)F